[Pd](Cl)Cl Palladium dichlorid